C1(CC1)C=1SC2=C(N1)SC(=C2)C(=O)N[C@@H]2[C@H](C2)C 2-cyclopropyl-N-((1S,2S)-2-methylcyclopropyl)thieno[2,3-d]thiazole-5-carboxamide